7-(8-methoxy-2-methyl-imidazo[1,2-b]pyridazin-6-yl)-2-[(3s,4s)-3-fluoro-4-piperidinyl]thiazolo[3,2-a]pyrimidin-5-one COC=1C=2N(N=C(C1)C=1N=C3N(C(C1)=O)C=C(S3)[C@@H]3[C@@H](CNCC3)F)C=C(N2)C